BrC1=C(CN(C(C)C)C)C(=CC=C1F)OC N-(2-bromo-3-fluoro-6-methoxybenzyl)-N-methylpropan-2-amine